N-[2,3-difluoro-4-(4,4,5,5-tetramethyl-1,3,2-dioxaborolan-2-yl)phenyl]-1-phenyl-methanesulfonamide FC1=C(C=CC(=C1F)B1OC(C(O1)(C)C)(C)C)NS(=O)(=O)CC1=CC=CC=C1